COC(=O)C=1SC=C(C1NC(C[N+]1(CCCCCC1)CC(=O)NC1=C(SC=C1C)COC)=O)C 1-(2-((2-(methoxycarbonyl)-4-methylthiophen-3-yl)amino)-2-oxoethyl)-1-(2-((2-(methoxymethyl)-4-methylthiophen-3-yl)amino)-2-oxoethyl)azepan-1-ium